4-(6-amino-5-(2,3-dichlorophenyl)pyrazin-2-yl)piperazine-1-sulfonamide hydrochloride Cl.NC1=C(N=CC(=N1)N1CCN(CC1)S(=O)(=O)N)C1=C(C(=CC=C1)Cl)Cl